C(#N)C1=CC=C(C=C1)NC=1C=C(C=CC1[C@H](C(F)(F)F)OCC)[C@H](CC(=O)O)COC (S)-3-(3-((4-cyanophenyl)amino)-4-((R)-1-ethoxy-2,2,2-trifluoroethyl)phenyl)-4-methoxybutanoic acid